2,11-diazaheptadecan-17-oic acid CNCCCCCCCCNCCCCCC(=O)O